FC1=C(C(=C(C=C1N1N=C(C2=C(C(=CC=C12)N(C1CCOCC1)C)F)C)C(F)(F)F)F)O 2,6-Difluoro-3-(4-fluoro-3-methyl-5-(methyl(tetrahydro-2H-pyran-4-yl)amino)-1H-indazol-1-yl)-5-(trifluoromethyl)phenol